(3S)-1-{3-[4-fluoro-3-(trifluoromethoxy)phenyl]-5-(4-methyl-1H-1,3-benzodiazol-2-yl)pyridin-4-yl}pyrrolidin-3-amine FC1=C(C=C(C=C1)C=1C=NC=C(C1N1C[C@H](CC1)N)C1=NC2=C(N1)C=CC=C2C)OC(F)(F)F